C(CCCCCCC)C1=C(C=C(C=C1)CCCCCCCC)C1=CSC=C1 3-(2,5-dioctylphenyl)thiophene